trimethyl-[2-(4-methylthiazol-2-yl)ethynyl]Silane tert-Butyl-2-chloro-4-cyclopropoxy-5,7-dihydro-6H-pyrrolo[3,4-d]pyrimidine-6-carboxylate C(C)(C)(C)OC(=O)N1CC=2N=C(N=C(C2C1)OC1CC1)Cl.C[Si](C#CC=1SC=C(N1)C)(C)C